C(C)(C)(C)OC(=O)N1CC2=CC(=NC=C2CC1)NC1=CC(=C(C=C1)[N+](=O)[O-])C.O1C(=CC2=C1C=CC=C2)CCCN2CCCC2 1-(3-(benzofuran-2-yl)propyl)pyrrolidine tert-butyl-7-[(3-methyl-4-nitrophenyl)amino]-1,2,3,4-tetrahydro-2,6-naphthyridine-2-carboxylate